COC=1N=C2C(=NC(=NC2=NC1C)[C@@H]1C[C@@H](OCC1)C=1C=CC(NC1)=O)C12CC(C1)(C2)C(F)(F)F 5-[(2R,4S)-4-[6-methoxy-7-methyl-4-[3-(trifluoromethyl)-1-bicyclo[1.1.1]pentanyl]pteridin-2-yl]tetrahydropyran-2-yl]-1H-pyridin-2-one